cyclobutyl 2-(4-amino-1-methyl-1H-pyrazolo[4,3-c]quinoline-8-carbonyl)-1-methyl-2-((5-(trifluoromethyl)pyridin-2-yl)methyl)hydrazine-1-carboxylate NC1=NC=2C=CC(=CC2C2=C1C=NN2C)C(=O)N(N(C(=O)OC2CCC2)C)CC2=NC=C(C=C2)C(F)(F)F